Cl.COC([C@H]1NCC(C1)O)=O L-4-Hydroxyproline methyl ester hydrochloride